amino-sulfanylheptenyl-amino-oxooctadecanoic acid NC(C(C(C(=O)O)=O)(N)C=CCCCCCS)CCCCCCCCCCCCCC